C(\C=C/C(=O)OC)(=O)OCC1=CC(=CC(=C1)[N+](=O)[O-])[N+](=O)[O-] 3,5-dinitrobenzyl methyl maleate